C(C1=CC=CC=C1)OC(NCC1=NC=C(C=C1)CNC(=O)OC(C)(C)C)=O ((5-(((tert-butoxycarbonyl)amino)methyl)pyridin-2-yl)methyl)carbamic acid benzyl ester